ClC1=CC(=C(COC2=CC=CC(=N2)C2=CC=C(CC3=NC4=C(N3CC=3OC=CC3)C=CC=C4)C=C2)C=C1)F 2-(4-(6-(4-Chloro-2-fluorobenzyloxy)pyridin-2-yl)benzyl)-1-(furan-2-ylmethyl)-1H-benzo[d]imidazol